N4-benzoyl-1-(2'-O-benzoyl-α-L-threofuranosyl)cytosine C(C1=CC=CC=C1)(=O)NC1=NC(N(C=C1)[C@H]1[C@H](OC(C2=CC=CC=C2)=O)[C@@H](O)CO1)=O